O=C1NC(CCC1N1C(C2=C(C=C(C=C2C1)C(=O)N)OC)=O)=O 2-(2,6-dioxopiperidin-3-yl)-7-methoxy-1-oxoisoindoline-5-carboxamide